2-ethoxycyclopropane-1-carboxamide C(C)OC1C(C1)C(=O)N